1-(2-ethyl-1,3-oxazole-4-carbonyl)-4-fluoro-N-{phenyl-[4-(prop-2-yl)phenyl]methyl}pyrrolidine-2-carboxamide C(C)C=1OC=C(N1)C(=O)N1C(CC(C1)F)C(=O)NC(C1=CC=C(C=C1)C(C)C)C1=CC=CC=C1